6-(6-Aminopyridin-3-yl)-N-(4-methoxybenzyl)quinazolin-4-amine NC1=CC=C(C=N1)C=1C=C2C(=NC=NC2=CC1)NCC1=CC=C(C=C1)OC